S(=O)(=O)(O)[Se]S(=O)(=O)O Disulfoselenide